1-[3-[6-(3-pyridyl)imidazo[1,2-b]pyridazin-3-yl]phenyl]ethanone N1=CC(=CC=C1)C=1C=CC=2N(N1)C(=CN2)C=2C=C(C=CC2)C(C)=O